FC1(CCN(CCC1)C1=C(C=C2C(=N1)CCCCC2)C(=O)OC)F methyl 2-(4,4-difluoroazepan-1-yl)-6,7,8,9-tetrahydro-5H-cyclohepta[b]pyridine-3-carboxylate